tert-butyl (3S)-3-((8-carbamoyl-6-(4-((3-cyanomorpholino)methyl)phenyl)pyrido[3,2-d]pyrimidin-4-yl)amino)piperidine-1-carboxylate C(N)(=O)C1=CC(=NC2=C1N=CN=C2N[C@@H]2CN(CCC2)C(=O)OC(C)(C)C)C2=CC=C(C=C2)CN2C(COCC2)C#N